4-hydroxy cinnamate C1=CC(=CC=C1/C=C/C(=O)O)O